N-[3-(dimethylamino)propyl]octadecanoic amide CN(CCCNC(CCCCCCCCCCCCCCCCC)=O)C